2-methyl-1,3-butanediamine CC(CN)C(C)N